N-methyl-1-aminobutane-4-ol CNCCCCO